bis(2-methyl-8-hydroxyquinolyl)-(4-phenylphenol) aluminum (III) [Al+3].CC1=NC2=C(C=CC=C2C=C1C=1C(=C(C=CC1C1=CC=CC=C1)O)C=1C(=NC2=C(C=CC=C2C1)O)C)O